tert-Butyl 4-(2-(2,5-dimethylphenyl)acetyl)piperazine-1-carboxylate CC1=C(C=C(C=C1)C)CC(=O)N1CCN(CC1)C(=O)OC(C)(C)C